3-PYRIDIN-3-YL-1H-PYRAZOL-5-AMINE N1=CC(=CC=C1)C1=NNC(=C1)N